S1C=C(C=C1)CN1CC(C=CC1)O 1-(thiophen-3-ylmethyl)-1,2,3,6-tetrahydropyridin-3-ol